4-ethoxy-4-(trifluoromethyl)cyclohexan-1-amine C(C)OC1(CCC(CC1)N)C(F)(F)F